[N+](=O)([O-])N1N=C(N=C1)C1=NOC(=NO1)C1=NN(C=N1)[N+](=O)[O-] 3,6-bis(1-nitro-1,2,4-triazol-3-yl)-1,4,2,5-dioxadiazine